1-(3-(2,3-dihydrobenzo[b][1,4]dioxin-6-yl)-6-(3,3,3-trifluoropropyl)pyrazin-2-yl)piperidine-4-carboxylic acid O1C2=C(OCC1)C=C(C=C2)C=2C(=NC(=CN2)CCC(F)(F)F)N2CCC(CC2)C(=O)O